CN1C(C2=C(C(=C1)C1=C(OC=3C=C(C=CC3)N3CC4(C3)CN(C4)CC4CCN(CC4)C(=O)OC(C)(C)C)C=CC(=C1)[N+](=O)[O-])C=CN2S(=O)(=O)C2=CC=C(C=C2)C)=O tert-butyl 4-[[2-[3-[2-[6-methyl-7-oxo-1-(p-tolylsulfonyl)pyrrolo[2,3-c]pyridin-4-yl]-4-nitro-phenoxy]phenyl]-2,6-diazaspiro[3.3]heptan-6-yl]methyl]piperidine-1-carboxylate